1-(9Z-pentadecenoyl)-glycero-3-phospho-(1'-sn-glycerol) CCCCC/C=C\CCCCCCCC(=O)OC[C@H](COP(=O)(O)OC[C@H](CO)O)O